2,5-Di-t-butylphenol C(C)(C)(C)C1=C(C=C(C=C1)C(C)(C)C)O